(3R,4S)-3-cyclopropyl-1-[3-fluoro-6-[1-(3-methoxycyclobutyl)pyrazol-4-yl]pyrazolo[1,5-a]pyrazin-4-yl]-4-methyl-2-oxopyrrolidine-3-carbonitrile C1(CC1)[C@]1(C(N(C[C@H]1C)C=1C=2N(C=C(N1)C=1C=NN(C1)C1CC(C1)OC)N=CC2F)=O)C#N